C(C)OC(=C)C=1C(=NC=CN1)C=1OC(C(N(N1)CC1=CC=C(C=C1)OC)=O)(C)C 2-[3-(1-ethoxyvinyl)pyrazin-2-yl]-4-[(4-methoxyphenyl)methyl]-6,6-dimethyl-1,3,4-oxadiazin-5-one